5-benzyl-2-(6-(4-(benzyloxy)-2-ethylphenyl)-4-fluoro-1H-indazol-3-yl)-5H-imidazo[4,5-c]pyridine C(C1=CC=CC=C1)N1C=C2C(C=C1)=NC(=N2)C2=NNC1=CC(=CC(=C21)F)C2=C(C=C(C=C2)OCC2=CC=CC=C2)CC